N1=CC=C(C=C1)C1=CC2=C(N=C(S2)NC2=NC(=CC=C2)N)C=C1 N2-(6-(pyridin-4-yl)-benzo[d]thiazol-2-yl)-pyridine-2,6-diamine